ClCC(CNCCOC1=CC=C(C=C1)[C@H]1OC=2C=C(C=CC2C=2C=NC=3C=C(C=CC3C21)O)C(F)(F)F)CF (5R)-5-[4-[2-[[2-(chloromethyl)-3-fluoro-propyl]amino]ethoxy]phenyl]-8-(trifluoromethyl)-5H-chromeno[4,3-c]quinolin-2-ol